tert-butyl 6-[4-[2-(dimethylamino)ethyl]phenyl]-3-methyl-3,4-dihydro-2H-pyridine-1-carboxylate CN(CCC1=CC=C(C=C1)C1=CCC(CN1C(=O)OC(C)(C)C)C)C